ClC=1C=C(C=CC1Cl)CC(=O)NC1=CC(=C(C=C1)OC)N1C=NC(=C1)C 3,4-dichloro-N-[4-methoxy-3-(4-methyl-1H-imidazol-1-yl)phenyl]benzeneacetamide